[O-]S(=O)(=O)C(F)(F)F.[Cu+2].ClC1=CC=C(OC2=C(C=C(C=C2)NC(CC2=CC=C(C=C2)OC)=O)S(N)(=O)=O)C=C1.[O-]S(=O)(=O)C(F)(F)F N-[4-(4-chlorophenoxy)-3-sulfamoylphenyl]-2-(4-methoxyphenyl)acetamide copper(II) triflate